9-(trifluoromethyl)-7H-pyrimido[5',4':3,4]cyclopenta[1,2-c]quinolin-7-one FC(C=1N=CC2=C(C(C=3C=NC4=CC=CC=C4C32)=O)N1)(F)F